COC=1C=C2C(=CC=NC2=CC1OC)OC1=C(C=CC=C1)C1=CC(=C(C=C1)NC(=O)C1(CC1)C(=O)N)F 4-((6,7-dimethoxyquinolin-4-yl-oxy)phenyl)-N-(2-fluorophenyl)cyclopropane-1,1-dicarboxamide